(6-(diethylamino)-9-(2-isocyanatophenyl)-3H-anthracene-3-ylidene)-N-ethylethylamine C(C)N(C1=CC2=CC3=CC(CC=C3C(=C2C=C1)C1=C(C=CC=C1)N=C=O)=C(C)NCC)CC